O1CC(C1)N1CCN(CC1)C1=CC(=NC(=N1)C=1C=NC=CC1)NC1=NC=CC(=C1)OC(F)(F)F 6-(4-(oxetan-3-yl)piperazin-1-yl)-2-(pyridin-3-yl)-N-(4-(trifluoromethoxy)pyridin-2-yl)pyrimidin-4-amine